C[Zn]C dimethylzinc